(S)-5-(3,4-difluorophenyl)-2-methyl-3,4-dihydro-2H-pyrrole FC=1C=C(C=CC1F)C=1CC[C@@H](N1)C